5-chloro-N-(4-(cyano(phenyl)methyl)phenyl)-2-methoxybenzamide ClC=1C=CC(=C(C(=O)NC2=CC=C(C=C2)C(C2=CC=CC=C2)C#N)C1)OC